FC1=C(C=CC(=C1C1=CC=C2C(=NNC2=C1F)C=1NC=CN1)F)NS(=O)(=O)C1=C(C=CC=C1C)F N-(2,4-difluoro-3-(7-fluoro-3-(1H-imidazol-2-yl)-1H-indazol-6-yl)phenyl)-2-fluoro-6-methylbenzene-sulfonamide